4-(((5'-chloro-2'-((1-(2-(2,4-dioxotetrahydropyrimidin-1(2H)-yl)benzyl)piperidin-4-yl)amino)-[2,4'-bipyridyl]-6-yl)amino)methyl)tetrahydro-2H-pyran-4-carbonitrile ClC=1C(=CC(=NC1)NC1CCN(CC1)CC1=C(C=CC=C1)N1C(NC(CC1)=O)=O)C1=NC(=CC=C1)NCC1(CCOCC1)C#N